C1(CCCC1)[C@H]1C[C@H](N(CC1)C(=O)NC\C=C\S(=O)(=O)C)C1=CC=CC=C1 |r| Rac-(2s,4r)-4-cyclopentyl-N-((E)-3-(methylsulfonyl)allyl)-2-phenylpiperidine-1-carboxamide